octyne-1,8-dinitrile C(C#CCCCCC#N)#N